2-(((5-(tert-butyl)-4-chloro-2-hydroxyphenyl)amino)methyl)-4-chloro-1-methyl-1H-imidazole-5-carboxylic acid C(C)(C)(C)C=1C(=CC(=C(C1)NCC=1N(C(=C(N1)Cl)C(=O)O)C)O)Cl